C(C)N1CCC(CC1)C=1SC(=CN1)C1=NNC(=C1C(C)C)C=1C=C(C=2N(C1)N=CN2)OC 2-(1-ethylpiperidin-4-yl)-5-(4-isopropyl-5-(8-methoxy-[1,2,4]triazolo[1,5-a]pyridin-6-yl)-1H-pyrazol-3-yl)thiazole